C1N(CC2=CC=CC=C12)CC1=CC(=C(OCC2=CC=C(C=C2)C(C)(C)O)C=C1)S(=O)(=O)C 2-(4-((4-(Isoindolin-2-ylmethyl)-2-(methylsulfonyl)phenoxy)methyl)phenyl)-propan-2-ol